O=C1N(C(C2=CC=CC=C12)=O)[C@@H](CCCNC(OC(C)(C)C)=O)C=1OC(=CN1)C1=CC=CC=C1 tert-Butyl (S)-(4-(1,3-dioxoisoindolin-2-yl)-4-(5-phenyloxazol-2-yl)butyl)carbamate